C(C)(C)(C)OC(=O)N1CCN(CC1)C1=C(C(=CC=C1C#N)CC(C)C)F 4-(6-cyano-2-fluoro-3-isobutylphenyl)piperazine-1-carboxylic acid tert-butyl ester